C(C)(=O)C1=C(C(=O)N2C[C@H]([C@@H](CC2)C(=O)N2CCC(CC2)(O)CN2C=NC3=C(C2=O)C=CN3C)C3=CC=CC=C3)C=CC=C1 3-[(1-{[(3R,4R)-1-(2-acetylbenzoyl)-3-phenylpiperidin-4-yl]carbonyl}-4-hydroxypiperidin-4-yl)methyl]-7-methyl-3,7-dihydro-4H-pyrrolo[2,3-d]pyrimidin-4-one